OC1=C(C2=CC=CC=C2C=C1)O Dihydroxy-naphthalin